2-hydroxy-2-(3-pyridinyl)acetonitrile OC(C#N)C=1C=NC=CC1